COC(C(=O)C1=CC=CC=C1)(C1=CC=CC=C1)OC diphenylethanedione dimethyl ketal